(S)-1-(2-(hydroxymethyl)pyrrolidin-1-yl)ethanone OC[C@H]1N(CCC1)C(C)=O